BrC=1C=C(C=C2C(C(NC12)=O)=O)Cl 7-bromo-5-chloroindoline-2,3-dione